(+-)-N-(pyrrolidin-3-ylmethyl)-2-(trifluoromethyl)aniline Tert-butyl-((S)-1-(((S)-1-((4-(hydroxymethyl)phenyl)amino)-1-oxo-5-ureidopentan-2-yl)amino)-3-methyl-1-oxobutan-2-yl)carbamate C(C)(C)(C)N(C(O)=O)[C@H](C(=O)N[C@H](C(=O)NC1=CC=C(C=C1)CO)CCCNC(=O)N)C(C)C.N1C[C@@H](CC1)CNC1=C(C=CC=C1)C(F)(F)F |&1:36|